N-hydroxy-3-(2-((4-(methylsulfonyl)benzyl)amino)phenyl)acrylamide ONC(C=CC1=C(C=CC=C1)NCC1=CC=C(C=C1)S(=O)(=O)C)=O